ClC1=CC=2N=CNC(C2C(=N1)NC1=C2C=CN(C2=CC=C1)CC(=O)NCCOCCOCCOCCOCC(=O)O)=O 2-[2-[2-[2-[2-[[2-[4-[(7-Chloro-4-oxo-3H-pyrido[4,3-d]pyrimidin-5-yl)amino]indol-1-yl]acetyl]amino]ethoxy]ethoxyl]ethoxy]ethoxy]acetic acid